(E)-N-((6-chloroisoquinolin-8-yl)methylene)-2-Methylpropane-2-sulfinamide ClC=1C=C2C=CN=CC2=C(C1)\C=N\S(=O)C(C)(C)C